NCCC[Si](OCC)(OCC)OCC 3-amino-propyl-triethoxysilane